1,3,3,3-tetrachloroprop-1-ene ClC=CC(Cl)(Cl)Cl